cetyl-(hydroxyethyl)(dimethyl)ammonium bromide [Br-].C(CCCCCCCCCCCCCCC)[N+](C)(C)CCO